trimethylolpropane diacetate monopropionate C(CC)(=O)O.C(C)(=O)O.C(C)(=O)O.C(O)C(CC)(CO)CO